C(C)(C)(C)C=1C(=C(C(=O)NC2=CC(=C(C=C2)C#N)C(F)(F)F)C(=C(C1)Cl)C)O 3-tert-butyl-5-chloro-N-(4-cyano-3-trifluoromethyl-phenyl)-2-hydroxy-6-methyl-benzamide